FC1=CC=C2C(=CC=NC2=C1)C(=O)OC Methyl 7-fluoroquinoline-4-carboxylate